2-(4-cyclopropyl-6-methoxypyrimidin-5-yl)-4-(4-(1-ethyl-4-(trifluoromethyl)-1H-imidazol-2-yl)-3-fluoro-5-methoxybenzyl)-6,7-dihydropyrazolo[1,5-a]pyrimidin-5(4H)-one C1(CC1)C1=NC=NC(=C1C1=NN2C(N(C(CC2)=O)CC2=CC(=C(C(=C2)OC)C=2N(C=C(N2)C(F)(F)F)CC)F)=C1)OC